CN1C([C@H](N=C(C2=C1C=CC=C2)C2=CC=CC=C2)NC([C@@H]([C@@H](C(=O)N)CCC(F)(F)F)CC(F)(F)F)=O)=O (2R,3S)-N-((3S)-1-Methyl-2-oxo-5-phenyl-2,3-dihydro-1H-1,4-benzodiazepin-3-yl)-2-(2,2,2-trifluoroethyl)-3-(3,3,3-trifluoropropyl)succinamide